OCC1=CC(=NC=C1)C(=O)[O-].[Li+] lithium 4-(hydroxymethyl)picolinate